C(C)OC(=O)C1=C(N=C(S1)NC1=NC(=CC(=N1)N1CCN(CC1)C)C1=CC(=C(C(=C1)OC)OC)OC)C 2-[4-(4-methyl-1-piperazinyl)-6-(3,4,5-trimethoxyphenyl)pyrimidin-2-ylamino]-4-methylthiazole-5-carboxylic acid ethyl ester